di(2-pyridyl)ethanedione N1=C(C=CC=C1)C(C(=O)C1=NC=CC=C1)=O